C(C)(C)(C)OC(=O)N(C1=CC=C(C(=N1)C(=O)OC)C1=NC=CC=N1)C(=O)OC(C)(C)C methyl 6-[bis(tert-butoxycarbonyl)amino]-3-(pyrimidin-2-yl)pyridine-2-carboxylate